bis-(3-aminopropyl)ethylenediamine NCCCNCCNCCCN